[Cl-].C[N+](CCCNC(C(=C)C)=O)(C)C trimethyl-[3-(2-methylprop-2-enamido)propyl]ammonium chloride